FC=1C=C(CN2C(=CC3=C(C=CC=C23)N2CCNCC2)C(F)(F)F)C=CC1 1-(3-Fluorobenzyl)-4-(Piperazin-1-Yl)-2-(Trifluoromethyl)-1H-Indole